N1=C2C(=CC(=C1)C(=O)O)CCOC2 6,8-dihydro-5H-pyrano[3,4-b]pyridine-3-carboxylic acid